methyl 2-(3-iodophenyl)-2-methylhept-6-enoate IC=1C=C(C=CC1)C(C(=O)OC)(CCCC=C)C